(5S)-3-(2,6-difluorophenyl)-5-methyl-9-thia-4,7-diazatricyclo[8.5.0.02,8]pentadeca-1(10),2(8),3-triene-6-thione FC1=C(C(=CC=C1)F)C=1C=2C=3CCCCCC3SC2NC([C@@H](N1)C)=S